1-[2-(4-bromophenyl)ethyl]-4-methyl-piperazine BrC1=CC=C(C=C1)CCN1CCN(CC1)C